ClC=1C=C(CNCCCCOCCNC=2C=3C=NNC3C=C(C2)C2=CN=NC=C2)C=CC1OC(F)(F)F N-(2-(4-((3-chloro-4-(trifluoromethoxy)benzyl)amino)butoxy)ethyl)-6-(pyridazin-4-yl)-1H-indazol-4-amine